4-(1-ethoxyethoxy)-2-methoxy-1-vinylbenzene C(C)OC(C)OC1=CC(=C(C=C1)C=C)OC